1-(2-((2-(methoxycarbonyl)-4-methylthiophen-3-yl)amino)-2-oxoethyl)-1-(2-((4-methylisoxazol-3-yl)amino)-2-oxoethyl)azepan-1-ium COC(=O)C=1SC=C(C1NC(C[N+]1(CCCCCC1)CC(=O)NC1=NOC=C1C)=O)C